C(C)(C)(C)OC(=O)C=1C(=NC=NC1C)SCC 4-(ethylthio)-6-methylpyrimidine-5-carboxylic acid tert-butyl ester